C(CCCCCCCCCCCCCCCCC)OC(CCC1=CC(=C(C(=C1)C(C)(C)C)O)C(C)(C)C)=O.CC1(C(N(OC1)CC1=CC=C(C=C1)C1=NOC(=N1)C(F)(F)F)=O)C 4,4-dimethyl-2-[[4-[5-(trifluoromethyl)-1,2,4-oxadiazol-3-yl]phenyl]methyl]isoxazolidin-3-one stearyl-β-(3,5-di-t-butyl-4-hydroxyphenyl)propionate